Benzyl 4-((1s,4s)-4-((tert-butoxycarbonyl)amino)cyclohexyl)piperazine-1-carboxylate C(C)(C)(C)OC(=O)NC1CCC(CC1)N1CCN(CC1)C(=O)OCC1=CC=CC=C1